[Os].O=CCCN1N=CC=C1C(=O)OCC ethyl 2-(3-oxopropyl)pyrazole-3-carboxylate Osmium